2,4,7,10,13,17-hexaoxanonadecan-19-oic acid COCOCCOCCOCCOCCCOCC(=O)O